ClC1=CC=C(C=N1)CN1C=CC=C2C1=NC(N(C2=O)CC(=O)OCC)=O ethyl 2-(8-((6-chloropyridin-3-yl)methyl)-2,4-dioxo-4,8-dihydropyrido[2,3-d]pyrimidin-3(2H)-yl)acetate